C1(=CC=CC=C1)[C@H]([C@H]1CNC2=C(N1)N=CC=C2)NCCC=2C=CC(=C(C2)CC(=O)O)OC(F)(F)F 2-(5-(2-(((R)-phenyl((R)-1,2,3,4-tetrahydropyrido[2,3-b]pyrazin-3-yl)methyl)amino)ethyl)-2-(trifluoromethoxy)phenyl)acetic acid